BrC1=CC(=C(C(=O)OC)C=C1)OCCNC(=O)OC(C)(C)C methyl 4-bromo-2-(2-((tert-butoxycarbonyl)amino)ethoxy)benzoate